ClC1=C(C#N)C(=CC=C1F)Cl 2,6-dichloro-3-fluorobenzonitrile